C(C)(C)(C)N(C(=O)OCCC1=CC=C(C=C1)[N+](=O)[O-])C12CCC(CC1)(C2)N2C(=C(C1=C2N=CN=C1N)C=1C=NC2=CC=CC=C2C1)C#CC 2-(4-nitrophenyl)ethanol tert-butyl-(4-(4-amino-6-(propyn-1-yl)-5-(quinolin-3-yl)-7H-pyrrolo[2,3-d]pyrimidin-7-yl)bicyclo[2.2.1]heptan-1-yl)carbamate